CN(C(C)(C)C1=CC=C(C=C1)B1OC(C(O1)(C)C)(C)C)C N,N-dimethyl-2-(4-(4,4,5,5-tetramethyl-1,3,2-dioxaborolan-2-yl)phenyl)propan-2-amine